(R)-5-((5-(imidazo[1,2-a]pyrimidin-6-yl)-4-methoxy-7H-pyrrolo[2,3-d]pyrimidin-2-yl)amino)-1-methylpiperidin-2-one N=1C=CN2C1N=CC(=C2)C2=CNC=1N=C(N=C(C12)OC)N[C@@H]1CCC(N(C1)C)=O